C(#C)C1=C2C=NN(C2=CC(=C1)CN(C)C)C1OCCCC1 1-(4-ethynyl-1-(tetrahydro-2H-pyran-2-yl)-1H-indazol-6-yl)-N,N-dimethylmethylamine